(-)-7-(1-hydroxy-4-methoxynaphthalen-2-yl)-6,7-dihydrodibenzo[d,f][1,2]thiazepine 5,5-dioxide OC1=C(C=C(C2=CC=CC=C12)OC)C1NS(C2=C(C3=C1C=CC=C3)C=CC=C2)(=O)=O